2,2'-methylenebis(4-methyl-6-tert-octylphenol) C(C1=C(C(=CC(=C1)C)C(C)(C)CC(C)(C)C)O)C1=C(C(=CC(=C1)C)C(C)(C)CC(C)(C)C)O